C(CCC)C1=CC=CC=N1 6-butylpyridin